1-Butyl-4-methylpyridinium bromid [Br-].C(CCC)[N+]1=CC=C(C=C1)C